5-ethoxymethyl-bicyclo[2.2.1]hept-2-ene C(C)OCC1C2C=CC(C1)C2